ClC1=NC=C(C(=O)O)C=C1F 6-chloro-5-fluoro-nicotinic acid